10-methylphenothiazine-2,7-diamine CN1C2=CC=C(C=C2SC=2C=CC(=CC12)N)N